N=1C=CN2N=C(C=CC21)C2=CNC1=NC=C(C=C12)C(=O)NC=1C=NC(=CC1)N1CCN(CC1)C 3-(imidazo[1,2-b]pyridazin-6-yl)-N-(6-(4-methylpiperazin-1-yl)pyridin-3-yl)-1H-pyrrolo[2,3-b]pyridine-5-carboxamide